4,4-dimethyl-1-[[4-[5-(tri-fluoromethyl)-1,2,4-oxadiazol-3-yl]phenyl]methyl]pyrrolidin-2-one CC1(CC(N(C1)CC1=CC=C(C=C1)C1=NOC(=N1)C(F)(F)F)=O)C